[1-(methoxycarbonyl)cyclopentyl]methanaminium chloride [Cl-].COC(=O)C1(CCCC1)C[NH3+]